(R)-7-(azetidin-1-yl)-4-((1-(3-(difluoromethyl)-2-fluorophenyl)ethyl)amino)-N,N,2-trimethylpyrido[2,3-d]pyrimidine-6-carboxamide N1(CCC1)C=1C(=CC2=C(N=C(N=C2N[C@H](C)C2=C(C(=CC=C2)C(F)F)F)C)N1)C(=O)N(C)C